tert-Butyl ((1r,4r)-4-((4-(2-(4-amino-2,6-difluorophenoxy)pyridin-3-yl)pyrimidin-2-yl)amino)cyclohexyl)carbamate NC1=CC(=C(OC2=NC=CC=C2C2=NC(=NC=C2)NC2CCC(CC2)NC(OC(C)(C)C)=O)C(=C1)F)F